C(#N)C=1C=C(C(=O)NS(=O)(=O)C)C=CC1N1N=C(C2=CC=CC=C12)C1=CC(=CC=C1)C#N 3-cyano-4-(3-(3-cyanophenyl)-1H-indazol-1-yl)-N-(methylsulfonyl)benzamide